N1(CCCC1)CC(=O)N 2-(pyrrolidin-1-yl)acetamide